6-methyl-7-(2-methyl-4-(4,4,5,5-tetramethyl-1,3,2-dioxaborolan-2-yl)phenyl)-1-(tetrahydro-2H-pyran-2-yl)-6,7-dihydro-1H-pyrazolo[3,4-f][1,4]oxazepin-8(5H)-one CC1COC2=C(C(N1C1=C(C=C(C=C1)B1OC(C(O1)(C)C)(C)C)C)=O)N(N=C2)C2OCCCC2